2-(6-(((R)-1-(3-(difluoromethyl)-2-fluorophenyl)ethyl)amino)-5-(1,3-dioxolane-2-yl)-2-methoxypyrimidin-4-yl)-N-(1-(difluoromethyl)cyclopropyl)propanamide FC(C=1C(=C(C=CC1)[C@@H](C)NC1=C(C(=NC(=N1)OC)C(C(=O)NC1(CC1)C(F)F)C)C1OCCO1)F)F